C1CC2CC(=O)N2C1 carbapenam